ClC1=C(C=C(C=C1OC)OC)C1=CC2=C(N=C(N=C2)N[C@H]2[C@H](COC2)NC(C=C)=O)C(=N1)NCC1CC1 N-((3R,4S)-4-((6-(2-chloro-3,5-dimeth-oxyphenyl)-8-((cyclopropylmethyl)amino)pyrido[3,4-d]pyrimidin-2-yl)amino)tetrahydrofuran-3-yl)acrylamide